BrC=1C=C(C=CC1)CC(=O)N1CC(C(=CC1)C1=C2C(=NC(=C1)NC(=O)C1CC1)NC=C2)C N-(4-(1-(2-(3-bromophenyl)acetyl)-3-methyl-1,2,3,6-tetrahydropyridin-4-yl)-1H-pyrrolo[2,3-b]pyridin-6-yl)cyclopropylcarboxamide